FC(C=1C=CC(=NC1)C=O)(F)F 5-(trifluoromethyl)-pyridine-2-carboxaldehyde